N-(4-Thiocarbamoylcyclohexyl)carbamic acid tert-butyl ester C(C)(C)(C)OC(NC1CCC(CC1)C(N)=S)=O